BrC1=CC(=NC=C1)C1OCC1O (4-bromopyridin-2-yl)oxetan-3-ol